FC(C=1C=C(C=CC1)C(C(=O)OCC)(F)F)F ethyl 2-(3-(difluoromethyl)phenyl)-2,2-difluoroacetate